BrC=1C=C(N(N1)C)/C=C/OCCOC1=NC(=CC=C1)Cl 2-[2-[(E)-2-(5-bromo-2-methyl-pyrazol-3-yl)vinyloxy]ethoxy]-6-chloro-pyridine